N-(5-((4-(4-((Dimethylamino)methyl)-3-phenyl-1H-pyrazol-1-yl)pyrimidin-2-yl)amino)-4-methoxy-2-morpholinophenyl)acrylamid CN(C)CC=1C(=NN(C1)C1=NC(=NC=C1)NC=1C(=CC(=C(C1)NC(C=C)=O)N1CCOCC1)OC)C1=CC=CC=C1